2-methyl-N-[(1R)-1-(2-propylquinolin-4-yl)ethyl]benzamide CC1=C(C(=O)N[C@H](C)C2=CC(=NC3=CC=CC=C23)CCC)C=CC=C1